4-(6-chloro-2-(3-(m-tolyl)-1H-pyrazol-1-yl)pyrimidin-4-yl)morpholine ClC1=CC(=NC(=N1)N1N=C(C=C1)C=1C=C(C=CC1)C)N1CCOCC1